[C@H](C)(CC)[C@@H]1N=CC2=C(NC1=O)C=CC(=C2)F (S)-3-((S)-sec-butyl)-7-fluoro-1,3-dihydro-2H-benzo[e][1,4]diazepin-2-one